Methyl 4-(2-methyl-5-(9-(4-(methylsulfonamido)phenyl)-2-oxobenzo[h][1,6]naphthyridin-1(2H)-yl)phenylamino)but-2-enoate CC1=C(C=C(C=C1)N1C(C=CC2=CN=C3C(=C12)C=C(C=C3)C3=CC=C(C=C3)NS(=O)(=O)C)=O)NCC=CC(=O)OC